C(C=1C=C(C(N)=CC1)C)C=1C=C(C(N)=CC1)C 4,4'-methylenebis-o-toluidine